4-(di-methylamino)-2-butenamide CN(CC=CC(=O)N)C